1-{3-[5-(3-Trifluoromethoxyphenyl)-1H-pyrazol-3-yl]phenyl}-3-(2-methoxyethyl)urea FC(OC=1C=C(C=CC1)C1=CC(=NN1)C=1C=C(C=CC1)NC(=O)NCCOC)(F)F